4-{4-[1-(3,4-dimethylphenyl)-1H-pyrazolo[4,3-c]quinolin-3-yl]phenyl}morpholine CC=1C=C(C=CC1C)N1N=C(C=2C=NC=3C=CC=CC3C21)C2=CC=C(C=C2)N2CCOCC2